8-fluoro-3-(5-fluoro-3,3-dimethyl-3,4-dihydroisoquinoline-1-yl)quinolone FC=1C=CC=C2C=C(C(NC12)=O)C1=NC(CC2=C(C=CC=C12)F)(C)C